2-chloro-4-(trifluoromethyl)pyridine [9-(2,6-dimethyl-4-prop-1-ynyl-phenyl)-3-(methylsulfamoyl)-10-oxo-3-azaspiro[5.5]undec-8-en-8-yl]methyl-carbonate CC1=C(C(=CC(=C1)C#CC)C)C1=C(CC2(CCN(CC2)S(NC)(=O)=O)CC1=O)COC(O)=O.ClC1=NC=CC(=C1)C(F)(F)F